FC(C1=NN=C(S1)N1C(N(C2=C1C=C(C=C2N2C[C@H](N(CC2)C(C(C)C)=O)C)S(=O)(=O)NC2(COC2)CF)C)=O)F (R)-3-(5-(difluoromethyl)-1,3,4-thiadiazol-2-yl)-N-(3-(fluoromethyl)oxetan-3-yl)-7-(4-isobutyryl-3-methylpiperazin-1-yl)-1-methyl-2-oxo-2,3-dihydro-1H-benzo[d]imidazole-5-sulfonamide